BrCC(C(=O)N1N=CCC1C1=CC(=CC=C1)F)C 3-bromo-1-[3-(3-fluorophenyl)-3,4-dihydropyrazol-2-yl]-2-methyl-propan-1-one